P(=O)(OC1=CC=CC=C1)(OOCCCCCCCCCCCCCCCC)[O-] phenyl cetyloxy phosphate